4,5-dimethoxy-2-nitrobenzyl (1,3-dihydroxypropan-2-yl)carbamate OCC(CO)NC(OCC1=C(C=C(C(=C1)OC)OC)[N+](=O)[O-])=O